N1=NC=C2N1C=CC(=C2)S(=O)(=O)Cl [1,2,3]triazolo[1,5-a]pyridine-5-sulfonyl chloride